4-(2-(4-aminopiperidin-1-yl)-5-(3-hydroxy-4-methoxyphenyl)thiazol-4-yl)-2-fluorobenzonitrile NC1CCN(CC1)C=1SC(=C(N1)C1=CC(=C(C#N)C=C1)F)C1=CC(=C(C=C1)OC)O